2-(1-isopropyl-1H-pyrazol-5-yl)-4,5,6,7-tetrahydropyrazolo[1,5-a]pyridin-4-amine C(C)(C)N1N=CC=C1C1=NN2C(C(CCC2)N)=C1